F[P-](F)(F)(F)(F)F.C1(=CC=CC=C1)S[S+](C1=CC=CC=C1)(C1=CC=CC=C1)C1=CC=CC=C1 (phenylthio)phenyl-diphenyl-sulfur hexafluorophosphate